NC=1C=2N(C(=CN1)Cl)C(=NC2C2=C(C=C(C=C2)C(NC2=NC=CC(=C2)C2CC2)=O)F)C2CCC(CC2)(C(=O)O)C 4-(8-amino-5-chloro-1-{4-[(4-cyclopropylpyridin-2-yl)carbamoyl]-2-fluorophenyl}imidazo[1,5-a]pyrazin-3-yl)-1-methylcyclohexanecarboxylic acid